pentyl (pentyl phosphonate) C(CCCC)P(OCCCCC)([O-])=O